phenylnonadienoic acid C1(=CC=CC=C1)C(C(=O)O)=CC=CCCCC